ClC1=C(N2CCCC2=C1C(NC1=CC(=C(C=C1)F)F)=O)C(C(=O)O)=O 2-(6-chloro-7-((3,4-difluorophenyl)carbamoyl)-2,3-dihydro-1H-pyrrolizin-5-yl)-2-oxoacetic acid